C(#N)C1=C(N=C(S1)NC(=O)C=1C=CC(=NC1)N1CCC(CC1)C(=O)O)C1=CC(=CC=C1)OC 1-(5-((5-cyano-4-(3-methoxyphenyl)thiazol-2-yl)carbamoyl)pyridin-2-yl)piperidine-4-carboxylic acid